tert-butyl (S)-(1-oxobutan-2-yl)carbamate O=C[C@H](CC)NC(OC(C)(C)C)=O